FC(C1(CC1)C1=CC=C(C=C1)C1CC2(C1)CCN(CC2)C(=O)C2CC1(C2)NC(CC1)=O)(F)F 2-[2-[4-[1-(Trifluoromethyl)cyclopropyl]phenyl]-7-azaspiro[3.5]nonane-7-carbonyl]-5-azaspiro[3.4]octan-6-one